FC1(C(CN(CC1)C(=O)OC(C)(C)C)C1=NN(C=C1)C)F tert-butyl 4,4-difluoro-3-(1-methyl-1H-pyrazol-3-yl)piperidine-1-carboxylate